BrC1=C(C(=C(C=C1)C(CCCl)=O)C)C 1-(4-bromo-2,3-dimethyl-phenyl)-3-chloro-propan-1-one